The molecule is a trisaccharide derivative that is the but-3-yn-1-yl glycoside of alpha-D-Galp-(1->3)-beta-D-Galp-(1->4)-beta-D-GlcpNAc. It is a beta-D-glucoside and a trisaccharide derivative. It derives from a but-3-yn-1-ol. CC(=O)N[C@@H]1[C@H]([C@@H]([C@H](O[C@H]1OCCC#C)CO)O[C@H]2[C@@H]([C@H]([C@H]([C@H](O2)CO)O)O[C@@H]3[C@@H]([C@H]([C@H]([C@H](O3)CO)O)O)O)O)O